(3-fluoro-5-(2-fluoroethoxy)phenyl)methanone FC=1C=C(C=C(C1)OCCF)C=O